3-(4-(((5-(((adamantan-1-yl)amino)methyl)pyridin-2-yl)methyl)thio)-1-oxoisoindolin-2-yl)piperidine-2,6-dione C12(CC3CC(CC(C1)C3)C2)NCC=2C=CC(=NC2)CSC2=C3CN(C(C3=CC=C2)=O)C2C(NC(CC2)=O)=O